1-benzyl 3-methyl 3-(2,2-difluoroethyl)piperidine-1,3-dicarboxylate FC(CC1(CN(CCC1)C(=O)OCC1=CC=CC=C1)C(=O)OC)F